4-(3-Chloro-4-(4-(2-((1-(methyl-sulfonyl)piperidin-4-yl)amino)-5-(trifluoromethyl)-pyrimidin-4-yl)-1H-imidazol-1-yl)-phenyl)piperazin-2-one ClC=1C=C(C=CC1N1C=NC(=C1)C1=NC(=NC=C1C(F)(F)F)NC1CCN(CC1)S(=O)(=O)C)N1CC(NCC1)=O